(7-amino-6-methyl-1,8-naphthyridin-3-yl)(2-methyl-6-(5-(trifluoromethyl)pyridin-2-yl)piperidin-1-yl)methanone NC1=C(C=C2C=C(C=NC2=N1)C(=O)N1C(CCCC1C1=NC=C(C=C1)C(F)(F)F)C)C